3-(5-cyclopropoxypyridin-2-yl)-N-(3-methylpyridin-2-yl)-1,2,4-thiadiazol-5-amine C1(CC1)OC=1C=CC(=NC1)C1=NSC(=N1)NC1=NC=CC=C1C